1'-benzyl 1-tert-butyl 5-methyl-5,5',6,6'-tetrahydro-[2,4'-Bipyridine]-1,1'(2'H,4H)-Dicarboxylate CC1CC=C(N(C1)C(=O)OC(C)(C)C)C1=CCN(CC1)C(=O)OCC1=CC=CC=C1